(R)-N-(1-(7-bromo-4-oxo-3,4-dihydrophthalazin-1-yl)ethyl)-2-methylpropane-2-sulfinamide BrC1=CC=C2C(NN=C(C2=C1)C(C)N[S@](=O)C(C)(C)C)=O